6-(2-Fluoro-6-methoxyphenyl)-3-(2-methyl-5-(methylsulfonyl)phenyl)imidazo[1,2-a]pyrazin-8-amine trifluoroacetate FC(C(=O)O)(F)F.FC1=C(C(=CC=C1)OC)C=1N=C(C=2N(C1)C(=CN2)C2=C(C=CC(=C2)S(=O)(=O)C)C)N